3-(hydroxymethyl)-5-(methylsulfonyl)benzoic acid OCC=1C=C(C(=O)O)C=C(C1)S(=O)(=O)C